(benzofuran-2-carbonyl)-1-(5-((2-chlorobenzyl)thio)-1,3,4-thiadiazol-2-yl)-3-hydroxy-5-(4-fluorophenyl)-1,5-dihydro-2H-pyrrol-2-one O1C(=CC2=C1C=CC=C2)C(=O)C2=C(C(N(C2C2=CC=C(C=C2)F)C=2SC(=NN2)SCC2=C(C=CC=C2)Cl)=O)O